[C@@H]1([C@H](O)[C@@H](O)[C@@H](O)[C@H](O1)CO)O[C@@H]([C@@H]([C@H](C=O)O)O)[C@H](O)CO 4-O-β-D-galactosyl-D-glucose